tert-butyl 5-(aminomethyl)-2,3,4,5-tetrahydro-1H-1-benzazepine-1-carboxylate NCC1CCCN(C2=C1C=CC=C2)C(=O)OC(C)(C)C